NC1=CC=C(C=C1)S(=O)(=O)C1=CC=C(C=C1)N bis(4'-aminophenyl) sulfone